C(C)(C)(C)C1=CC=C(C=C1)CCO 2-(4-tert-butylphenyl)-ethanol